O=C1NC(CCC1N1C(N(C2=C1C=CC(=C2)CCCOCCOCCNC(OC(C)(C)C)=O)C)=O)=O tert-butyl N-[2-(2-[3-[1-(2,6-dioxopiperidin-3-yl)-3-methyl-2-oxo-2,3-dihydro-1H-1,3-benzodiazol-5-yl]propoxy]ethoxy) ethyl]carbamate